BrC=1C=C2C(=CN(C2=CC1)C(=O)OC(C)(C)C)COC1=C(C=CC=C1)CC(=O)OCC tert-butyl 5-bromo-3-((2-(2-ethoxy-2-oxoethyl) phenoxy) methyl)-1H-indole-1-carboxylate